C(C)N1C(C2=C3C(C(=CC=C13)NS(=O)(=O)C1=C(C(=CC=C1)OC)OC)=CC=C2)=O N-(1-ethyl-2-oxo-1,2-dihydrobenzo[cd]indol-6-yl)-2,3-dimethoxybenzenesulfonamide